FC(C(CO)O)(F)F 3,3,3-trifluoropropane-1,2-diol